S(C=1C(=CC(=C(C1)C(C)(C)C)O)C)C=1C(=CC(=C(C1)C(C)(C)C)O)C 4,4'-thiobis(6-tertiary butyl-3-cresol)